S(=O)(=O)(O)CC[N+]1=CC=C(C=C1)C1=CC=[N+](C=C1)CCS(=O)(=O)O r-bis(2-sulfoethyl)-4,4'-bipyridinium